5'-bromo-3'-methyl-2',3'-dihydrospiro[cyclopentane-1,1'-indene] BrC=1C=C2C(CC3(C2=CC1)CCCC3)C